C(C)(=O)N1CCC(CC1)OC=1C(=CC2=C(N(C[C@H](N(S2(=O)=O)C)C2CCCCC2)C2=CC=CC=C2)C1)C=1C=CC(=C(C(=O)O)C1)F (R)-5-(7-((1-acetylpiperidin-4-yl)oxy)-3-cyclohexyl-2-methyl-1,1-dioxido-5-phenyl-2,3,4,5-tetrahydrobenzo[f][1,2,5]thiadiazepin-8-yl)-2-fluorobenzoic acid